4-(6-((5-bromopyrimidin-2-yl)methoxy)pyridin-2-yl)piperazine-1-carboxylic acid tert-butyl ester C(C)(C)(C)OC(=O)N1CCN(CC1)C1=NC(=CC=C1)OCC1=NC=C(C=N1)Br